CC1=C(C(=O)N)C=C(C=C1)[N+](=O)[O-] 2-methyl-5-nitro-benzamide